NC1=CC=C(C(=C1C(=O)N(C)C)F)C=1C(=C2C(=NC1)NCC21CC2=C(C=NC=C2)C1)Cl 6-Amino-3-(4'-chloro-1',2',5,7-tetrahydrospiro[cyclopenta[c]pyridine-6,3'-pyrrolo[2,3-b]pyridin]-5'-yl)-2-fluoro-N,N-dimethylbenzamide